4-(3-(4-Methoxyphenyl)-1,2,4-oxadiazol-5-yl)-N-(3-(4-(pyridin-2-ylmethyl)piperidin-1-yl)propyl)piperazine-1-carboxamide formate C(=O)O.COC1=CC=C(C=C1)C1=NOC(=N1)N1CCN(CC1)C(=O)NCCCN1CCC(CC1)CC1=NC=CC=C1